C(C)OC(C(=C(C)C)C)=O 2,3-dimethylbut-2-enoic acid ethyl ester